(E)-3-(3-(trifluoromethyl)-1,2,4-oxadiazol-5-yl)acrylic acid FC(C1=NOC(=N1)/C=C/C(=O)O)(F)F